5,5'-diacetyl-2,2'-bipyridine C(C)(=O)C=1C=CC(=NC1)C1=NC=C(C=C1)C(C)=O